(R)-1-(2-methoxypyridin-3-yl)ethan-1-ol COC1=NC=CC=C1[C@@H](C)O